t-butyldimethylchlorosilane ethyl-7-(3-pyridyl)-2-azabicyclo[2.2.2]oct-5-ene-2-carboxylate C(C)OC(=O)N1C2C=CC(C1)CC2C=2C=NC=CC2.C(C)(C)(C)[Si](Cl)(C)C